Furan-2-ylmethyl (S)-3-cyclopropyl-2-(2-((S)-5-oxo-1-(2,3,5-trifluorobenzyl)pyrrolidin-2-yl)acetamido)propanoate C1(CC1)C[C@@H](C(=O)OCC=1OC=CC1)NC(C[C@H]1N(C(CC1)=O)CC1=C(C(=CC(=C1)F)F)F)=O